C(C1=CC=CC=C1)C(C[C@@H](N)C(=O)[O-])C(=O)[O-] γ-Benzyl-D-glutamat